NC1=NC=CC=C1C1=NC=2C(=NC(=CC2)C2=CC=C(C=C2)F)N1C1=CC=C(CN2CCC(CC2)N(C2=NC(=NC=C2)C#N)C([2H])([2H])[2H])C=C1 4-((1-(4-(2-(2-Aminopyridin-3-yl)-5-(4-fluorophenyl)-3H-imidazo[4,5-b]pyridin-3-yl)benzyl)piperidin-4-yl)(methyl-d3)amino)pyrimidine-2-carbonitrile